6-phenyl-5-cyano-2-amino-2,3-dihydropyrimidine C1(=CC=CC=C1)C=1C(=CNC(N1)N)C#N